C1(CCC1)CC=1N=CC2=C(N1)NC=C2C=2C=CC=1N(C2)C(=CN1)C(=O)NCC(F)F 6-(2-(cyclobutylmethyl)-7H-pyrrolo[2,3-d]pyrimidin-5-yl)-N-(2,2-difluoroethyl)imidazo[1,2-a]pyridine-3-carboxamide